O-isobutyl-ferulic acid C(C(C)C)OC(\C=C\C1=CC(OC)=C(O)C=C1)=O